FC=1C=NC=CC1C1=NN2C(O[C@H](CC2)C)=C1C(=O)OCC Ethyl (5S)-2-(3-fluoropyridin-4-yl)-5-methyl-6,7-dihydro-5H-pyrazolo[5,1-b][1,3]oxazine-3-carboxylate